1-(2-chlorophenyl)-3-(4-hydroxy-3-methoxybenzyl)thiourea ClC1=C(C=CC=C1)NC(=S)NCC1=CC(=C(C=C1)O)OC